1,2,11-undecanetriol C(C(CCCCCCCCCO)O)O